5-fluoro-2-(3-methyl-8-(6-(1-methyl-1H-pyrazol-4-yl)pyridin-3-yl)-2-oxo-2,3-dihydro-1H-imidazo[4,5-c]quinolin-1-yl)benzonitrile FC=1C=CC(=C(C#N)C1)N1C(N(C=2C=NC=3C=CC(=CC3C21)C=2C=NC(=CC2)C=2C=NN(C2)C)C)=O